O(S(=O)(=O)O)N1C2CCC(N(C1)C2)C(=O)N 6-(SULFOXY)-1,6-DIAZABICYCLO[3.2.1]OCTANE-2-CARBOXAMIDE